5-((2-(2-(2-aminoethoxy)ethoxy)ethyl)amino)-N-(4,5-dimethylthiazol-2-yl)-2-methylbenzamide NCCOCCOCCNC=1C=CC(=C(C(=O)NC=2SC(=C(N2)C)C)C1)C